ClC=1C=C(C=CC1F)NC(=O)C=1N(C(=C2C1CCC2=O)C)C N-(3-Chloro-4-fluorophenyl)-2,3-dimethyl-4-oxo-2,4,5,6-tetrahydrocyclopenta[c]pyrrole-1-carboxamide